6'-(tert-butoxy)-N2'-(4-methoxybenzyl)-5-methyl-N2-(2-methylpyrimidin-4-yl)-[4,4'-bipyridine]-2,2'-diamine C(C)(C)(C)OC1=CC(=CC(=N1)NCC1=CC=C(C=C1)OC)C1=CC(=NC=C1C)NC1=NC(=NC=C1)C